P(=O)(OCCCCCCCC(C1=C(C=CC=C1C(C)(C)C)C(C)(C)C)C1=C(C=CC=C1C(C)(C)C)C(C)(C)C)([O-])[O-] bis(2,6-di-tert-butylphenyl)octyl phosphate